racemic-1-(rac-(5S,7S)-7-fluoro-5-phenyl-6,7-dihydro-5H-pyrrolo[1,2-b][1,2,4]triazol-2-yl)-2-methyl-propan-1-one F[C@H]1C[C@H](N2N=C(N=C21)C(C(C)C)=O)C2=CC=CC=C2 |r|